4-((4-(4-(4-((4-(2-(3-chloro-5-cyanophenyl)prop-2-yl)phenoxy)methyl)pyrimidine-2-yl)piperazin-1-yl)piperidin-1-yl)methyl)piperidine-1-carboxylate ClC=1C=C(C=C(C1)C#N)C(C)(C)C1=CC=C(OCC2=NC(=NC=C2)N2CCN(CC2)C2CCN(CC2)CC2CCN(CC2)C(=O)[O-])C=C1